CC=1C=CC=C(C(=O)NC(C)(C)C)C1 5-methyl-N-tert-butylbenzamide